tert-butyl (2S,4R)-4-(4-carbamoylbutoxy)-2-(dimethylcarbamothioyl)pyrrolidine-1-carboxylate C(N)(=O)CCCCO[C@@H]1C[C@H](N(C1)C(=O)OC(C)(C)C)C(N(C)C)=S